C1(CCCCC1)NC1=C(C=CC(=C1)F)NS(=O)(=O)C1=CC=C(C=C1)S(=O)(=O)N(C)C N1-(2-(cyclohexylamino)-4-fluorophenyl)-N4,N4-dimethylbenzene-1,4-disulfonamide